C(C)N1[C@H](CCCC1)C (2S)-1-ethyl-2-methylpiperidin